FC=1C=C(NC2C(NC(CC2)=O)=O)C=CC1C1CC(C1)=O 3-[3-fluoro-4-(3-oxocyclobutyl)anilino]piperidine-2,6-dione